ClC=1C=C2C(=CC(=NC2=CC1)C1=CC=CC=C1)C1=CC=CC=C1 6-chloro-2,4-diphenylquinoline